C(CCCCCCC\C=C/CCCCCCCC)(=O)OCC(COC(CCCCCCC\C=C/CCCCCCCC)=O)OC(CC(CCCCCCC(=O)N1C=CC2=C1N=CN=C2N(C)[C@H]2CN(CC[C@H]2C)C(CC#N)=O)C)=O 2-((10-(4-(((3R,4R)-1-(2-cyanoacetyl)-4-methylpiperidin-3-yl)(methyl)amino)-7H-pyrrolo[2,3-d]pyrimidin-7-yl)-3-methyl-10-oxodecanoyl)oxy)propane-1,3-diyl dioleate